BrC=1C=C(C(=NC1)C(=O)NC1=C(C=CC(=C1)SC(F)(F)F)O)S(=O)(=O)CC 5-bromo-3-ethylsulfonyl-N-[2-hydroxy-5-(trifluoromethylsulfanyl)phenyl]pyridine-2-carboxamide